ClC=1C=CC(=C(C1)N1CC(CCC1)N1N=CC(=C1C(F)F)C(=O)OCC)OS(=O)(=O)C(F)(F)F ethyl 1-[1-{5-chloro-2-[(trifluoromethanesulfonyl) oxy] phenyl} piperidin-3-yl]-5-(difluoromethyl)-1H-pyrazole-4-carboxylate